C(CCCCCCCCCCCCCCCCCCC)(=O)OCCCCCCCC octyl arachidate